(1s,4s)-4-((6'-((2-(1-(Cyclopropylsulfonyl)-1H-pyrazol-4-yl)pyrimidin-4-yl)amino)-6-fluoro-4-methyl-[2,3'-bipyridin]-4'-yl)amino)-1-methylcyclohexan-1-ol C1(CC1)S(=O)(=O)N1N=CC(=C1)C1=NC=CC(=N1)NC1=CC(=C(C=N1)C1=NC(=CC(=C1)C)F)NC1CCC(CC1)(O)C